COCC1=CC=C(C=C1)C12CC(C1)(C2)NC(=O)C2C(C2)C2=NC=CC=C2 N-(3-(4-(methoxymethyl)phenyl)bicyclo[1.1.1]pentan-1-yl)-2-(pyridin-2-yl)cyclopropane-1-carboxamide